C(C)(C)(C)OC(=O)[N-]S(=O)(=O)N1C=CC(C=C1)=[N+](C)C N-(tert-butoxycarbonyl)-N-[4-(dimethylazaniumylidene)-1,4-dihydropyridin-1-ylsulfonyl]-azanide